Sulfhydryl-Biotin SC(C(O)=O)CCC[C@@H]1SC[C@@H]2NC(=O)N[C@H]12